2-(4-amino-4-phenylpiperidin-1-yl)-5-bromo-7H-pyrrolo[2,3-d]Pyrimidine-4-carbonitrile NC1(CCN(CC1)C=1N=C(C2=C(N1)NC=C2Br)C#N)C2=CC=CC=C2